Cl.C12C(NC(C2C1)=O)=O 3-azabicyclo[3.1.0]hexane-2,4-dione hydrochloride